FC1=C(C(=CC=C1)F)C1=NN2C(OCC(C2)CO)=C1C(=O)N[C@@H]1C(NC2=C(C(=N1)C1=CC=CC=C1)C=CC=C2F)=O 2-(2,6-difluorophenyl)-N-[(3S)-9-fluoro-2-oxo-5-phenyl-1,3-dihydro-1,4-benzodiazepine-3-yl]-6-(hydroxymethyl)-6,7-dihydro-5H-pyrazolo[5,1-b][1,3]Oxazine-3-carboxamide